N(=[N+]=[N-])C=1C=C(C(C(=O)NCCCCN)=CC1)O 4-(p-azidosalicylamido)-butylamine